COC=1C=C(C=CC1OC)C=CC(=O)C1=C(C=CC=C1OC)O 3-(3,4-Dimethoxyphenyl)-1-(2-hydroxy-6-methoxyphenyl)prop-2-en-1-one